O=C1N(CCC(N1)=O)C1=NN(C2=CC(=CC=C12)N1CCC(CC1)(O)CC(=O)O)C 2-(1-(3-(2,4-dioxotetrahydropyrimidin-1(2H)-yl)-1-methyl-1H-indazol-6-yl)-4-hydroxypiperidin-4-yl)acetic acid